CON=C(C(=O)[O-])C.[Ni+2].CON=C(C(=O)[O-])C nickel (II) methoxyiminopropionate